OC1=NC=CC2=C1N(C(=N2)C(C)C)CC2=CC=C(C=C2)B(O)O 4-((4-hydroxy-2-isopropylimidazo[4,5-c]pyridin-3-yl)methyl)phenylboronic acid